ClC1=CC(=C(CN2C(NC(C3=C2C=CN3)=O)=S)C=C1)C1OCCO1 1-(4-chloro-2-(1,3-dioxolan-2-yl)benzyl)-2-thioxo-1,2,3,5-tetrahydro-4H-pyrrolo[3,2-d]pyrimidin-4-one